C1(CC1)C1=C(C=NC2=CC=C(N=C12)C(F)(F)F)C(=O)OCC ethyl 4-cyclopropyl-6-(trifluoromethyl)-1,5-naphthyridine-3-carboxylate